NC1=NC=NN2C1=C(C=C2Br)N2CC(CCC2)NC(=O)C2=C(N=C(S2)C)OCCN(C)C N-(1-(4-amino-7-bromopyrrolo[2,1-f][1,2,4]triazin-5-yl)piperidin-3-yl)-4-(2-(dimethylamino)ethoxy)-2-methylthiazole-5-carboxamide